FC1=CC(=C(C=C1)N1N=CC=C1)[C@@H](C)OCC1=CC=C(C=C1)OC 1-{4-fluoro-2-[(1R)-1-[(4-methoxyphenyl)methoxy]ethyl]phenyl}-1H-pyrazole